(5R)-3-(4-(3-oxa-8-aza-bicyclo[3.2.1]oct-8-yl)-3,5-difluorophenyl)-5-(azidomethyl)oxazolidin-2-one C12COCC(CC1)N2C2=C(C=C(C=C2F)N2C(O[C@H](C2)CN=[N+]=[N-])=O)F